[O-]C#N.[O-]C#N.OC1=CC=C(C=C1)C(C)(C)C1=CC=C(C=C1)O bisphenol a dicyanate